Diethyl Fluoromalonate FC(C(=O)OCC)C(=O)OCC